BrC1=C(C=C2C(=NN(C2=C1)C(C)C)N1C(NC(CC1)=O)=O)F 1-(6-bromo-5-fluoro-1-isopropyl-indazol-3-yl)hexahydropyrimidine-2,4-dione